N-[[6-(5-isopropylisoxazole-4-carbonyl)-6-azaspiro[2.5]octan-2-yl]methyl]furo[2,3-c]pyridine-2-carboxamide C(C)(C)C1=C(C=NO1)C(=O)N1CCC2(C(C2)CNC(=O)C2=CC=3C(=CN=CC3)O2)CC1